2,6-Di-tertiary butyl-4-cresol C(C)(C)(C)C1=CC(=CC(=C1O)C(C)(C)C)C